C(C)C1=NN=C(O1)[C@@]12C[C@@H](C[C@@H](N1C(=O)NC1=CC(=C(C=C1)C)C1=NC=C(C=N1)F)C2)C (1S,3R,5R)-1-(5-ethyl-1,3,4-oxadiazol-2-yl)-N-(3-(5-fluoropyrimidin-2-yl)-4-methylphenyl)-3-methyl-6-azabicyclo[3.1.1]heptane-6-carboxamide